Tetramethyldisilylenebis(3-n-butylcyclopentadienyl)zirconium (IV) chloride [Cl-].C[Zr-6](C1C=C(C=C1)CCCC)(C1C=C(C=C1)CCCC)(=[SiH2])(=[SiH2])(C)(C)C